diamino-2,2'-biphenyldisulfonic acid NC=1C(=C(C(=CC1)C=1C(=CC=CC1)S(=O)(=O)O)S(=O)(=O)O)N